dimethylbis(t-butylperoxy)hexyne CC(C(C#COOC(C)(C)C)(OOC(C)(C)C)C)CC